3-(4-(4-(1-(pentan-3-yl)-1H-pyrazol-4-yl)pyrazolo[1,5-a]pyrazin-6-yl)-1H-pyrazol-1-yl)propan-1-amine CCC(CC)N1N=CC(=C1)C=1C=2N(C=C(N1)C=1C=NN(C1)CCCN)N=CC2